N6-(2-methoxy-4-morpholinophenyl)-3-(1-methyl-1H-pyrazol-4-yl)-N4-phenyl-1H-pyrazolo[3,4-d]pyrimidine-4,6-diamine COC1=C(C=CC(=C1)N1CCOCC1)NC1=NC(=C2C(=N1)NN=C2C=2C=NN(C2)C)NC2=CC=CC=C2